C(C)(C)(C)OC(=O)N[C@H](C)C1=C(C=C2C=C(NC2=C1)C1=NC2=C(N1C)C(=CC(=C2)C(=O)OC)OC)F Methyl (R)-2-(6-(1-((tert-butoxycarbonyl)amino)ethyl)-5-fluoro-1H-indol-2-yl)-7-methoxy-1-methyl-1H-benzo[d]imidazole-5-carboxylate